1,3,5-cyclohexanetriyl chloride C1(CC(CC(C1)Cl)Cl)Cl